(pyrrolidin-1-yl)pyrido[3,4-d]pyrimidine-4,6-diamine N1(CCCC1)C=1N=C(C2=C(N1)C=NC(=C2)N)N